BrC1=NN(C(=C1)C(=O)OCC)C1=NC=CC=C1[N+](=O)[O-] ethyl 3-bromo-1-(3-nitro-2-pyridyl)-1H-pyrazole-5-carboxylate